3-methyl-1-(3-(5-methyl-1,3,4-oxadiazol-2-yl) phenyl)-5-oxo-4,5-dihydro-1H-pyrazole-4-carboxylate CC1=NN(C(C1C(=O)[O-])=O)C1=CC(=CC=C1)C=1OC(=NN1)C